C1(CC1)C=CC=1OC(=C(N1)C(F)(F)F)C=O (2-(2-cyclopropylvinyl)-4-(trifluoromethyl)oxazol-5-yl)methanone